C(C)C1N(CCCC1)C1=NC2=CC=C(C=C2C=C1)C1=CC(=CC=C1)O Ethyl-1-(6-(3-hydroxyphenyl)quinolin-2-yl)piperidine